methyl 4-((3,4-dichlorophenoxy)methyl)-3,5-dimethylbenzoate ClC=1C=C(OCC2=C(C=C(C(=O)OC)C=C2C)C)C=CC1Cl